C1(CC1)C(N1CC2=CC=CC(=C2C1=O)NC(=O)C=1C=2C=CN(C2C=CC1)C)C1CC1 N-(2-(dicyclopropylmethyl)-3-oxoisoindolin-4-yl)-1-methyl-1H-indole-4-carboxamide